C(C)(C)(C)OC(=O)NC=1SC2=C(N1)C(=CC=C2)C2=C(C=C1C(=NC=NC1=C2F)N2CCN(CC2)C(=O)OC(C)(C)C)Cl tert-Butyl 4-(7-{2-[(tert-butoxycarbonyl)amino]-1,3-benzothiazol-4-yl}-6-chloro-8-fluoroquinazolin-4-yl)piperazine-1-carboxylate